FC(CNC=1N=CC2=C(N1)NC=C2C=2C=C(C=1N(C2)N=CN1)F)(C)C N-(2-Fluoro-2-methylpropyl)-5-(8-fluoro-[1,2,4]triazolo[1,5-a]pyridin-6-yl)-7H-pyrrolo[2,3-d]pyrimidin-2-amine